COCC1=C(C(=CC(=C1CO)C1CCCCC1)COC)O 2,6-bis(methoxymethyl)hydroxymethyl-4-cyclohexylphenol